7-chloro-N-hexyl-N-octylheptane-1-sulfonamide ClCCCCCCCS(=O)(=O)N(CCCCCCCC)CCCCCC